N1(N=CC=C1)C1=CC=C(C=N1)N1C(N(C2=C(C1=O)C(=C(S2)C2=CC=C(C=C2)NC(=O)NCC)CN(C)C)CC2=C(C=CC=C2F)F)=O 1-(4-(3-(6-(1H-pyrazol-1-yl)pyrid-3-yl)-1-(2,6-difluorobenzyl)-5-((dimethylamino)methyl)-2,4-dioxo-1,2,3,4-tetrahydrothieno[2,3-d]pyrimidin-6-yl)phenyl)-3-ethylurea